1-(dimethyl-(3-methyl-1H-inden-1-ol-1-yl)silyl)-3-(pentan-2-yl)-1,5,6,7-tetrahydro-s-indacene C[Si](C1C=C(C2=CC=3CCCC3C=C12)C(C)CCC)(C1(C=C(C2=CC=CC=C12)C)O)C